N-(5-bromo-6-fluoro-3-methoxypyridin-2-yl)-6-chloro-1H-indole-3-sulfonamide BrC=1C=C(C(=NC1F)NS(=O)(=O)C1=CNC2=CC(=CC=C12)Cl)OC